7-(2,7-dimethyloxazolo[5,4-b]pyridin-5-yl)-2-(4-piperidinyl)thiazolo[3,2-a]pyrimidin-5-one CC=1OC2=NC(=CC(=C2N1)C)C=1N=C2N(C(C1)=O)C=C(S2)C2CCNCC2